3-(4-((1-methylethyl)sulfonamido)phenyl)-5-(pyrazin-2-ylamino)-1H-pyrazole-4-carboxamide CC(C)S(=O)(=O)NC1=CC=C(C=C1)C1=NNC(=C1C(=O)N)NC1=NC=CN=C1